CSC1=CC=C(CC(N)C)C=C1 4-methylthioamphetamine